(S)-4-(6-((4-chloro-2-fluorobenzyl)oxy)-3-(formyl)pyridin-2-yl)-3-(hydroxymethyl)piperazine-1-carboxylic acid tert-butyl ester C(C)(C)(C)OC(=O)N1C[C@H](N(CC1)C1=NC(=CC=C1C=O)OCC1=C(C=C(C=C1)Cl)F)CO